N1(C=NC=C1)CCOC1=C(C=C(C=C1)CNC)OC 1-(4-(2-(1H-imidazol-1-yl)ethoxy)-3-methoxyphenyl)-N-methyl-methylamine